5-hydroxyl-1-methylpyridin-1-ium OC=1C=CC=[N+](C1)C